6-imidazo[1,5-a]pyridin-6-yl-N2-[(1-isopropylpyrazol-3-yl)methyl]-1,3,5-triazine-2,4-diamine C=1N=CN2C1C=CC(=C2)C2=NC(=NC(=N2)NCC2=NN(C=C2)C(C)C)N